1-Vinylimidazol C(=C)N1C=NC=C1